7-((1R,5S)-3,8-diazabicyclo[3.2.1]octane-8-yl)-2-(2,6-dioxopiperidin-3-yl)-4,5-difluoroisoindoline-1,3-dione [C@H]12CNC[C@H](CC1)N2C=2C=C(C(=C1C(N(C(C21)=O)C2C(NC(CC2)=O)=O)=O)F)F